N-(3-methoxypropyl)benzamide COCCCNC(C1=CC=CC=C1)=O